N=1N(N=CC1)C=1C=C(C=CC1C(F)(F)F)NC(=O)N1C2CC(CC1(C2)C=2OC(=NN2)C)C(F)(F)F N-(3-(2H-1,2,3-triazol-2-yl)-4-(trifluoromethyl)phenyl)-1-(5-methyl-1,3,4-oxadiazol-2-yl)-3-(trifluoromethyl)-6-azabicyclo[3.1.1]heptane-6-carboxamide